5-(4-chloroquinolin-6-yl)-2-(pyrrolidin-1-yl)benzonitrile ClC1=CC=NC2=CC=C(C=C12)C=1C=CC(=C(C#N)C1)N1CCCC1